N1-((2S)-3-(2,2-difluorocyclopentyl)-1-oxo-1-(((S)-3-oxo-1-((S)-2-oxopyrrolidin-3-yl)-4-(trifluoromethoxy)butan-2-yl)amino)propan-2-yl)-N2-(2-fluorophenyl)oxalamide FC1(C(CCC1)C[C@@H](C(N[C@@H](C[C@H]1C(NCC1)=O)C(COC(F)(F)F)=O)=O)NC(C(=O)NC1=C(C=CC=C1)F)=O)F